cyclopropyl(2-cyclopropyl-5-fluoro-3-(3-methyl-4-(methylsulfonyl)phenyl)pyridin-4-yl)methanone C1(CC1)C(=O)C1=C(C(=NC=C1F)C1CC1)C1=CC(=C(C=C1)S(=O)(=O)C)C